FC(=CCC/C(=C/CC/C(=C/CC1=C(C(=C(C(=C1C)OCOC)C)C)OCOC)/C)/C)F 1-((2E,6E)-11,11-difluoro-3,7-dimethylundec-2,6,10-trien-1-yl)-2,5-bis(methoxymethoxy)-3,4,6-trimethylbenzene